fluorosulfinate FS(=O)[O-]